tert-butyl (6-(2,6-dioxopiperidin-3-yl)-5,7-dioxo-6,7-dihydro-5H-pyrrolo[3,4-b]pyridin-2-yl)carbamate O=C1NC(CCC1N1C(C2=NC(=CC=C2C1=O)NC(OC(C)(C)C)=O)=O)=O